4-benzyl-2-(3,3-dimethylbutyl)morpholine C(C1=CC=CC=C1)N1CC(OCC1)CCC(C)(C)C